CC(C)(C)[O-].[K+] potassium t-butylate